1-[2,7-Bis[2-[(2R,3S,4R,5S,6R)-3,4,5-trihydroxy-6-(hydroxymethyl)tetrahydropyran-2-yl]ethynyl]spiro[fluorene-9,4-piperidine]-1-yl]-2-hydroxy-2-methyl-propan-1-one O[C@@H]1[C@H](O[C@@H]([C@H]([C@@H]1O)O)CO)C#CC1=C(C2=C(C=C1)C1=CC=C(C=C1C21CCNCC1)C#C[C@H]1O[C@@H]([C@H]([C@@H]([C@@H]1O)O)O)CO)C(C(C)(C)O)=O